ClC1=CC(=C(C=C1)C1=C2C(=CN=C1)SC(=C2)C#N)C=2C(=NN(C2)CC)C(F)(F)F 4-(4-Chloro-2-(1-ethyl-3-(trifluoromethyl)-1H-pyrazol-4-yl)phenyl)thieno(2,3-c)pyridine-2-carbonitrile